bis(3,4-di-tert-butoxyphenyl)sulfonium C(C)(C)(C)OC=1C=C(C=CC1OC(C)(C)C)[SH+]C1=CC(=C(C=C1)OC(C)(C)C)OC(C)(C)C